2-(3-Oxa-6-azabicyclo[3.1.1]heptan-6-yl)-N-(4-fluoro-2-((3-(trifluoromethyl)bicyclo[1.1.1]pentan-1-yl)carbamoyl)phenyl)-6-methoxybenzo[d]thiazole-7-carboxamide C12COCC(N1C=1SC3=C(N1)C=CC(=C3C(=O)NC3=C(C=C(C=C3)F)C(NC31CC(C3)(C1)C(F)(F)F)=O)OC)C2